4-(2-chlorophenyl)-4-oxobutyronitrile ClC1=C(C=CC=C1)C(CCC#N)=O